C1=CC2=C(C=3C=CC=CC13)C=1C(=CC=C3C=CC=CC13)OP(O2)N(C(C)C2=CC=CC=C2)C(C)C2=CC=CC=C2 (+)-(3,5-dioxa-4-phosphacyclohepta[2,1-a:3,4-a']dinaphthalen-4-yl)bis(1-phenylethyl)amine